methyl-1-(6-chloropyridazin-4-yl)-6-oxo-pyridazine-3-carboxylic acid CC=1C(=NN(C(C1)=O)C1=CN=NC(=C1)Cl)C(=O)O